C(C)(C)(C)OC(CCC1(NC(NC1=O)=O)C1=NC=CC=N1)=O 3-(2,5-dioxo-4-(pyrimidin-2-yl)imidazolidin-4-yl)propionic acid tert-butyl ester